methyl 2-(8-tert-butoxycarbonyl-8-azaspiro[4.5]decan-3-yl)-8-fluoro-3,4-dihydro-1H-isoquinoline-6-carboxylate C(C)(C)(C)OC(=O)N1CCC2(CC(CC2)N2CC3=C(C=C(C=C3CC2)C(=O)OC)F)CC1